Cl.NC1=NC=2C=CC(=CC2C2=C1COC2)C(=O)Cl 4-amino-1,3-dihydrofuro[3,4-C]quinoline-8-carbonyl chloride hydrochloride